CON=C1C=C(CCC1)C 3-methylcyclohex-2-en-1-one-O-methyloxime